C(C)S(=O)(=O)NC=1C=C(C(=O)N[C@H]2C[C@H](CCC2)NC2=CC(=NC3=CC=C(C=C23)F)C(F)(F)F)C=CC1 3-ethanesulfonamido-N-[(1R,3S)-3-{[6-fluoro-2-(trifluoromethyl)quinolin-4-yl]amino}cyclohexyl]benzamide